Cl.ClC1=CC=C(C=C1)C(CF)N 1-(4-chlorophenyl)-2-fluoroethan-1-amine hydrochloride